1,2-Bis(methacryloylthio)ethane C(C(=C)C)(=O)SCCSC(C(=C)C)=O